CC=1C=CC(=C(C1)NC(=S)NC(=O)NCCC1=CC(=CC=C1)C1=NN(C=N1)C1=CC=C(C=C1)OC(F)(F)F)CCC 1-[(5-methyl-2-propyl-phenyl)carbamothioyl]-3-[2-[3-[1-[4-(trifluoromethoxy)phenyl]-1H-1,2,4-triazol-3-yl]phenyl]ethyl]urea